CN(C)CCOCC ethyl dimethylaminoethyl ether